BrC=1C=C2C(OCC=3C=NC(=CC3C=3C=C(C(=C(NS(C(C1OC)=C2)(=O)=O)C3)OC)Cl)OC)=O 13-bromo-20-chloro-4,14,19-trimethoxy-16,16-dioxo-9-oxa-16λ6-thia-5,17-diazatetracyclo[16.3.1.111,15.02,7]tricosa-1(22),2(7),3,5,11,13,15(23),18,20-nonaen-10-one